ethyl 1-(pyrimidin-2-ylmethylcarbamoylamino)cyclopropanecarboxylate N1=C(N=CC=C1)CNC(=O)NC1(CC1)C(=O)OCC